C(C)OC(=O)C=1C=NC2=C(C=C(C=C2C1Cl)Br)Cl.FN1N=CC(=C1)OCC1=CC=C(C=C1O)OC 2-fluoro-6-hydroxy-4-((4-methoxybenzyl)oxy)pyrazole ethyl-6-bromo-4,8-dichloroquinoline-3-carboxylate